2-(1-methylpyrazol-4-yl)piperazine CN1N=CC(=C1)C1NCCNC1